BrC1=NC(=CC=C1OCC1=CC=C(C=C1)OC)C 2-bromo-3-((4-methoxybenzyl)oxy)-6-methylpyridine